NCC=1C=C(C=CC1)C=1C=CC2=C(C(=CO2)COC2=C(C(=O)O)C=CC=C2)C1 2-((5-(3-(aminomethyl)phenyl)benzofuran-3-yl)methoxy)benzoic acid